guanidino-di[(heptadecyl)methyl]carboxylic acid N(C(=N)N)C(CCCCCCCCCCCCCCCCC)C(=O)OCCCCCCCCCCCCCCCCCC